[Si](C)(C)(C(C)(C)C)OC(CN1C(=NC(=C1C1=CC=CC=C1)CO)COCC)(C)C (1-{2-[(Tert-butyldimethylsilyl)oxy]-2-methylpropyl}-2-(ethoxymethyl)-5-phenyl-1H-imidazole-4-yl)methanol